O[C@@H](CNC(=O)C1=C(C=NC=C1)NC1=C(C=C(C=C1)I)F)CO N-[(2S)-2,3-dihydroxypropyl]-3-(2-fluoro-4-iodoanilino)pyridine-4-carboxamide